CC1(NC(CN1)(C)C)C 2,2,5,5-tetramethylimidazolin